furo[3,2-b]pyridine-2-carboxylic acid O1C(=CC2=NC=CC=C21)C(=O)O